1,8-Octanedialdehyde C(CCCCCCC=O)=O